C1(=CC=CC=C1)C1NCCOC1 3-phenylmorpholine